C(CCCCC(=O)OCC(COC(CC(CC)=O)=O)(C)C)(=O)OCC(COC(CC(C)=O)=O)(C)C O1-[2,2-dimethyl-3-(3-oxobutanoyloxy) propyl] O6-[2,2-dimethyl-3-(3-oxopentanoyloxy) propyl] adipate